phenanthren-3-ylacetate C1=CC(=CC=2C3=CC=CC=C3C=CC12)CC(=O)[O-]